1-(5-Cyclopropyl-1-methyl-1H-pyrazol-4-yl)-3-(1-((4-methylquinazolin-2-yl)methyl)piperidin-4-yl)prop-2-yn-1-one C1(CC1)C1=C(C=NN1C)C(C#CC1CCN(CC1)CC1=NC2=CC=CC=C2C(=N1)C)=O